C1(CC1)N1C(N(C2=C(C1=O)C(=C(C(N2C)=O)C)NC=2C=C(C=CC2)CS(=O)(=O)NC)C2=C(C=C(C=C2)I)F)=O 1-(3-((3-cyclopropyl-1-(2-fluoro-4-iodophenyl)-6,8-dimethyl-2,4,7-trioxo-1,2,3,4,7,8-hexahydropyrido[2,3-d]pyrimidin-5-yl)amino)phenyl)-N-methylmethanesulfonamide